CC(=CCO)C dimethylvinyl-carbinol